1-(1-n-pentyloxy-3-phenylpropyl)-1H-benzo[d][1,2,3]triazole C(CCCC)OC(CCC1=CC=CC=C1)N1N=NC2=C1C=CC=C2